N-(2-(dimethylamino)ethyl)-2,4-dihydroxy-3,3-dimethylbutanamide CN(CCNC(C(C(CO)(C)C)O)=O)C